7-(4-(dipropylamino)butyl)-7-hydroxytridecan-1,13-diyl bis(2-(4,4-dimethylpentan-2-yl)-5,7,7-trimethyloctanoate) CC(CC(C)C(C(=O)OCCCCCCC(CCCCCCOC(C(CCC(CC(C)(C)C)C)C(C)CC(C)(C)C)=O)(O)CCCCN(CCC)CCC)CCC(CC(C)(C)C)C)(C)C